dioleyl-pentaerythritol tert-Butyl-(3R,4S)-3-(isopropyl(methyl)amino)-4-methylpyrrolidine-1-carboxylate C(C)(C)(C)C1N(C[C@@H]([C@H]1N(C)C(C)C)C)C(=O)O.C(CCCCCCC\C=C/CCCCCCCC)C(O)(C(CO)(CO)CO)CCCCCCCC\C=C/CCCCCCCC